OC1C(CCCC1)C1=NC(=C(C(=O)OC)C=C1)OC methyl 6-(2-hydroxy cyclohexyl)-2-methoxynicotinate